C(C)(C)(C)OC(=O)N[C@H](C(=O)O)C(C)(C)O (S)-2-((tert-Butoxycarbonyl)amino)-3-hydroxy-3-methylbutanoic acid